C(#N)C1=NC(=C(N=C1N)C#N)N 2,5-dicyano-3,6-diaminopyrazine